CN(C(=O)OC(C)(C)C)C(CC)I N-methyl-N-(t-butoxycarbonyl)amino-iodopropane